CC=1NC(C2=CN=CC=C2C1)=O methyl-2,7-naphthyridin-1-one